3-bromomethyl-5H-furan-2-one BrCC=1C(OCC1)=O